FCC(CF)N1N=NC2=C1C=C(C=C2)C=2C=CN1N=C(N=C(C12)OC)N[C@H]1[C@@H](CN(CC1)C1COC1)F 5-(1-(1,3-difluoropropan-2-yl)-1H-benzo[d][1,2,3]triazol-6-yl)-N-((3R,4R)-3-fluoro-1-(oxetan-3-yl)piperidin-4-yl)-4-methoxypyrrolo[2,1-f][1,2,4]triazin-2-amine